ClC1=C(C(=O)NC=2C=C3C=C(N(C3=CC2)C)C(=O)NC(C)C2=CC=C(C=C2)F)C=C(C=C1)CNC(C(C)C)=O 5-(2-chloro-5-(isobutyrylaminomethyl)benzoylamino)-N-(1-(4-fluorophenyl)ethyl)-1-methyl-1H-indole-2-carboxamide